C[Si](O[Si](O[Si](C)(C)C)(C)O[Si](O[Si](O[Si](C)(C)C)(O[Si](C)(C)C)C)(O[Si](O[Si](C)(C)C)(O[Si](C)(C)C)C)C=C)(C)C 5-((1,1,1,3,5,5,5-heptamethyltrisiloxan-3-yl)oxy)-1,1,1,3,7,9,9,9-octamethyl-3,7-bis((trimethylsilyl)oxy)-5-vinylpentasiloxane